2-[4-[6-(dimethylamino)pyridin-3-yl]-2-(trifluoromethyl)phenyl]-1,3-benzothiazol-6-ol CN(C1=CC=C(C=N1)C1=CC(=C(C=C1)C=1SC2=C(N1)C=CC(=C2)O)C(F)(F)F)C